2-chloro-N-(4-((5-(trifluoromethyl)-1H-benzo[d]imidazol-2-yl)methyl)phenyl)-5-((1-(trifluoromethyl)cyclopentane-1-carboxamido)methyl)benzamide ClC1=C(C(=O)NC2=CC=C(C=C2)CC2=NC3=C(N2)C=CC(=C3)C(F)(F)F)C=C(C=C1)CNC(=O)C1(CCCC1)C(F)(F)F